N-(5-(2-(((1r,4r)-4-aminocyclohexyl)amino)quinazolin-6-yl)-4-methyl-pyrimidin-2-yl)-2-chlorobenzene-sulfonamide NC1CCC(CC1)NC1=NC2=CC=C(C=C2C=N1)C=1C(=NC(=NC1)NS(=O)(=O)C1=C(C=CC=C1)Cl)C